3-(3-(4-(1-Chloroethyl)phenyl)-5-phenyl-3H-imidazo[4,5-b]pyridin-2-yl)pyridin-2-amine ClC(C)C1=CC=C(C=C1)N1C(=NC=2C1=NC(=CC2)C2=CC=CC=C2)C=2C(=NC=CC2)N